C(CCCC)C=1C(=C(C=CC1)OC(NC1=CC=CC=C1)=O)CCCCC N-phenyl-carbamic acid (dipentylphenyl) ester